tert-Butyl (2-(2-(tert-butyl(hydroxy)amino)ethoxy)ethyl)carbamate C(C)(C)(C)N(CCOCCNC(OC(C)(C)C)=O)O